NC=1C(N(C2=CC(=C(C=C2N1)C)C(F)(F)F)C=1C(=NC=CC1)C)=O 3-Amino-6-methyl-1-(2-methylpyridin-3-yl)-7-(trifluoromethyl)quinoxaline-2(1H)-on